(S)-(1-(cyclopropylmethyl)-7-(2-ethyl-6-methylpyridin-3-yl)-3-fluoro-2-(piperidin-3-yl)-1H-indol-5-yl)(1-methylpyrrolo[3,4-c]pyrazol-5(1H,4H,6H)-yl)methanone C1(CC1)CN1C(=C(C2=CC(=CC(=C12)C=1C(=NC(=CC1)C)CC)C(=O)N1CC=2N(N=CC2C1)C)F)[C@@H]1CNCCC1